6-{3-[4-(acetylamino)piperidine-1-carbonyl]-5,5-difluoro-4,5,6,7-tetrahydro-1H-indazol-1-yl}-1,5-anhydro-3-O-(5-chloropyridin-2-yl)-2,4,6-trideoxy-D-erythro-hexitol C(C)(=O)NC1CCN(CC1)C(=O)C1=NN(C=2CCC(CC12)(F)F)C[C@@H]1C[C@H](CCO1)OC1=NC=C(C=C1)Cl